NC1=CC=C(C=C1)CC1=C(C=C(C=C1)NC1=CC=CC=C1)OC 4-((4-aminophenyl)methyl)-3-methoxyphenyl-aniline